C1(CC1)C1=C(C=C(C=N1)C#N)OC(F)F 6-cyclopropyl-5-(difluoromethoxy)pyridine-3-carbonitrile